C(C1=CC=CC=C1)N1C(C=2C=NC(=CC2C1=O)C)=O 2-benzyl-6-methyl-1H-pyrrolo[3,4-c]pyridine-1,3(2H)-dione